tert-Butyl rac-(3S)-6-(2,3-dihydrobenzofuran-7-yl)-3-methyl-3,4-dihydro-2H-pyridine-1-carboxylate Potassium carbonate C([O-])([O-])=O.[K+].O1CCC2=C1C(=CC=C2)C2=CC[C@@H](CN2C(=O)OC(C)(C)C)C.[K+] |r|